[2-(thiazol-2-yl)phenyl]methanone S1C(=NC=C1)C1=C(C=CC=C1)C=O